N-(2-hydroxyethyl)-p-toluenesulfonamide OCCNS(=O)(=O)C1=CC=C(C)C=C1